8-methyl-3-(4-nitrophenyl)-3,8-diazabicyclo[3.2.1]octane CN1C2CN(CC1CC2)C2=CC=C(C=C2)[N+](=O)[O-]